(3aR,4R,6R,6aR)-4-(but-3-en-1-yl)-6-methoxy-2,2-dimethyltetrahydrofuro[3,4-d][1,3]dioxole C(CC=C)[C@H]1O[C@H]([C@@H]2OC(O[C@@H]21)(C)C)OC